1-[2-(1H-1,3-benzodiazol-1-yl)acetyl]-N-[(4-cyclopropyl-3-fluorophenyl)(phenyl)methyl]-4-fluoropyrrolidine-2-carboxamide N1(C=NC2=C1C=CC=C2)CC(=O)N2C(CC(C2)F)C(=O)NC(C2=CC=CC=C2)C2=CC(=C(C=C2)C2CC2)F